BrC1=C(SC=C1)C(=O)N1C[C@H](N(CC1)C1=C(C=CC=C1)N(S(=O)(=O)C=1C=CC2=C(C(=CO2)C)C1)CCC1=CC=CC=C1)C (R)-5-(N-(2-(4-(3-bromothiophene-2-carbonyl)-2-methylpiperazin-1-yl)phenyl)-N-phenethylsulfamoyl)-3-methylbenzofuran